ClC=1C=C(C=2N(N1)C=CN2)[C@@H]2[C@H](C2)C=2C=CC1=C(N=C(S1)C)C2 |r| racemic-5-((1S,2S)-2-(6-chloroimidazo[1,2-b]pyridazin-8-yl)cyclopropyl)-2-methylbenzo[d]thiazole